diethyl 2,6-dimethyl-1,4-dihydro-3,5-pyridinedicarboxylate CC=1NC(=C(CC1C(=O)OCC)C(=O)OCC)C